2-fluoro-3-(pyridazin-2-yl)prop-2-en-1-one FC(C=O)=CN1NC=CC=C1